NC1=NN2C(N=C(C=C2)C=2C=C3CN(C(C3=C(C2)S(=O)(=O)NC)=O)[C@@H](C)C2CC2)=C1C(=O)N[C@@H]1C[C@H](C1)O 2-amino-5-{2-[(1S)-1-cyclopropylethyl]-7-(methylaminosulfonyl)-1-oxo-2,3-dihydro-1H-isoindol-5-yl}-N-[trans-3-hydroxycyclobutyl]pyrazolo[1,5-a]pyrimidine-3-carboxamide